2-(4-(2-bromo-5-iodobenzoyl)phenoxy)-N-(pyridin-3-yl)acetamide tert-Butyl-4-(3-((benzyloxy)methyl)-4-ethyl-5-oxo-4,5-dihydro-1H-1,2,4-triazol-1-yl)-5-fluoro-2-iodobenzoate C(C)(C)(C)OC(C1=C(C=C(C(=C1)F)N1N=C(N(C1=O)CC)COCC1=CC=CC=C1)I)=O.BrC1=C(C(=O)C2=CC=C(OCC(=O)NC=3C=NC=CC3)C=C2)C=C(C=C1)I